(S)-2-(1-(benzyloxy)-3-mercaptopropane-2-yl)isoindolin-1-one C(C1=CC=CC=C1)OC[C@@H](CS)N1C(C2=CC=CC=C2C1)=O